[(2R,3S,11bR)-9,10-dimethoxy-3-(2-methylpropyl)-1H,2H,3H,4H,6H,7H,11bH-pyrido[2,1-a]isoquinolin-2-yl]methyl 4-(aminomethyl)benzoate NCC1=CC=C(C(=O)OC[C@@H]2C[C@H]3N(CCC4=CC(=C(C=C34)OC)OC)C[C@H]2CC(C)C)C=C1